5-((1r,3r)-3-aminocyclobutoxy)-2-(2,6-dioxopiperidin-3-yl)-6-methoxyisoindoline-1,3-dione NC1CC(C1)OC=1C=C2C(N(C(C2=CC1OC)=O)C1C(NC(CC1)=O)=O)=O